COC1=CC=C(C=N1)CN1CCN(CC1)C1=NC=C(C=C1)C1BOOC1 1-((6-methoxypyridin-3-yl)methyl)-4-(5-(4,5-dioxaborolan-2-yl)pyridin-2-yl)piperazine